C(C)(=O)OCC\C=C/CCCC (Z)-3-octen-1-ol acetate